(S)-4-((3-amino-5-(4-amino-2-oxo-8-azaspiro[4.5]decan-8-yl)pyrazin-2-yl)thio)-3,3-difluoroindolin-2-one NC=1C(=NC=C(N1)N1CCC2([C@H](CC(C2)=O)N)CC1)SC1=C2C(C(NC2=CC=C1)=O)(F)F